CN1N=CC(=C1OC1=C(C=C(C=C1)N1N=C2N(C1=O)C(CC2)C2=CC=CC=C2)F)C 2-(4-((1,4-Dimethyl-1H-pyrazol-5-yl)oxy)-3-fluorophenyl)-5-phenyl-2,5,6,7-tetrahydro-3H-pyrrolo[2,1-c][1,2,4]triazol-3-one